(Z)-2-cyano-N-(4-(N-(3,5-dimethylisoxazol-4-yl)aminosulfonyl)phenyl)-3-hydroxy-3-(5-methylisoxazol-4-yl)acrylamide C(#N)/C(/C(=O)NC1=CC=C(C=C1)S(=O)(=O)NC=1C(=NOC1C)C)=C(\C=1C=NOC1C)/O